(R)-6-chloro-N-(2,4-difluoro-3-(2-((1-(2-hydroxyethyl)piperidin-4-yl)amino)quinazolin-6-yl)phenyl)-1-hydroxy-2,3-dihydro-1H-indene-4-sulfonamide ClC=1C=C(C=2CC[C@H](C2C1)O)S(=O)(=O)NC1=C(C(=C(C=C1)F)C=1C=C2C=NC(=NC2=CC1)NC1CCN(CC1)CCO)F